CN1N=C(C=C1C)C=1N=C(C2=C(N1)OC(=C2C(=O)N)C)NC2(CC2)C (1,5-dimethyl-1H-pyrazol-3-yl)-6-methyl-4-[(1-methylcyclopropyl)amino]furo[2,3-d]pyrimidine-5-carboxamide